1-(Cyanomethoxy)-2-methyl-1-oxopropan-2-yl-5-[3-amino-2,6-dioxo-4-(trifluoromethyl)-3,6-dihydropyrimidine-1(2H)-yl]-2-chloro-4-fluorobenzoate C(#N)COC(C(C)(C)OC(C1=C(C=C(C(=C1)N1C(N(C(=CC1=O)C(F)(F)F)N)=O)F)Cl)=O)=O